(R)-4-cyclobutyl-6,6a,7,8,9,10-hexahydro-5H-pyrazino[1,2-a][1,8]naphthyridine C1(CCC1)C=1C=2CC[C@H]3N(C2N=CC1)CCNC3